3-(3,5-dihydroxyphenylmethylaminocarbonyl)-2,5-dihydroxybenzoic acid OC=1C=C(C=C(C1)O)CNC(=O)C=1C(=C(C(=O)O)C=C(C1)O)O